(E)-2-(5-fluoro-1-((6-(4-methoxyphenoxy)pyridin-3-yl)methylene)-2-methyl-1H-inden-3-yl)acetic acid FC=1C=C2C(=C(\C(\C2=CC1)=C/C=1C=NC(=CC1)OC1=CC=C(C=C1)OC)C)CC(=O)O